FC(C1=NN=C(O1)N1C(N(C2=C1C=C(C(=C2)F)S(=O)(=O)NC2(CC2)CF)CC)=O)F 3-[5-(difluoromethyl)-1,3,4-oxadiazol-2-yl]-1-ethyl-6-fluoro-N-[1-(fluoromethyl)cyclopropyl]-2-oxo-benzoimidazole-5-sulfonamide